(3-chloro-2,4-difluorophenyl)(trans-2-(trifluoromethyl)cyclopropyl)methanone ClC=1C(=C(C=CC1F)C(=O)[C@H]1[C@@H](C1)C(F)(F)F)F